N1N=C(NN=C1C1=CC=C(C(=O)O)C=C1)C1=CC=C(C(=O)O)C=C1 4,4'-(1,4-dihydro-1,2,4,5-tetrazine-3,6-diyl)dibenzoic acid